Cl.C(C)OC([C@@H](N)C)=O |r| (+/-)-alanine ethyl ester HCl salt